2-(N-(2-chlorophenyl)anilino)-N-[7-(hydroxyamino)-7-oxoheptyl]pyrimidine-5-carboxamide ClC1=C(C=CC=C1)N(C1=CC=CC=C1)C1=NC=C(C=N1)C(=O)NCCCCCCC(=O)NO